C(C)(C)(C)OC(=O)N1CCC(CC1)C(F)(F)F 4-(trifluoromethyl)piperidine-1-carboxylic acid tert-butyl ester